C(C)(=O)N[C@H]1C[C@H](CCC1)C(=O)NC=1N=CC2=C(N1)C(=NC(=C2)C)NC(C)C (1S,3R)-3-acetamido-N-(8-(isopropylamino)-6-methylpyrido[3,4-d]pyrimidin-2-yl)cyclohexane-1-carboxamide